FC(C(C)(O)C)(C)F 3,3-Difluoro-2-methylbutan-2-ol